ClC=1C=C(C=C2C(N(/C(/S2)=N/CCC)C2=C(C=CC=C2)C)=O)C=CC1OC[C@@H](CO)O (R)-5-[3-chloro-4-(2,3-dihydroxy-propoxy)-benzylidene]-2-([Z]-propylimino)-3-o-tolyl-thiazolidin-4-one